N-(2-hydroxyethyl)caprolactam OCCN1C(CCCCC1)=O